C1CC12NCCCC2 4-azaspiro[2.5]octan